OCCCCCOC(C(=C)C)=O 5-hydroxypentanylmethacrylate